difluoro-2-(m-tolyl)acetamide FC(C(=O)N)(C=1C=C(C=CC1)C)F